C(C)(C)(C)N(C(O)=O)C1(CCCC1)C(C#C)=O.C1CCC2=C(C=3CCCC3C=C12)NC(=O)NS(=O)(=O)C=1SC=CC1 N-((1,2,3,5,6,7-hexahydro-s-indacen-4-yl)carbamoyl)thiophene-2-sulfonamide tert-butyl-(1-propioloylcyclopentyl)carbamate